2-(2,6-dioxopiperidin-3-yl)-5-(4-((1-(4-(1-(4-hydroxyphenyl)-2-phenylbut-1-en-1-yl)phenyl)piperidin-4-yl)methyl)-3,5-dimethylpiperazin-1-yl)isoindoline-1,3-dione O=C1NC(CCC1N1C(C2=CC=C(C=C2C1=O)N1CC(N(C(C1)C)CC1CCN(CC1)C1=CC=C(C=C1)C(=C(CC)C1=CC=CC=C1)C1=CC=C(C=C1)O)C)=O)=O